racemic-4-((1S,2S)-2-(6-(2,4-dioxo-1,2,3,4-tetrahydropyrimidin-5-yl)imidazo[1,2-b]pyridazin-8-yl)cyclopropyl)benzamide O=C1NC=C(C(N1)=O)C=1C=C(C=2N(N1)C=CN2)[C@@H]2[C@H](C2)C2=CC=C(C(=O)N)C=C2 |r|